OC(CCCCCCCCCCCCCCCCC(=O)O)CC=CCCC 18-Hydroxy-tetracos-20-enoic acid